1-(4-((2R,3R)-1-(2-(Difluoromethyl)-6-((7R)-4,7-dimethyl-1-oxa-8-azaspiro[4.5]dec-3-en-8-yl)pyrimidin-4-yl)-2-methylazetidin-3-yl)piperazin-1-yl)prop-2-en-1-one FC(C1=NC(=CC(=N1)N1[C@@H]([C@@H](C1)N1CCN(CC1)C(C=C)=O)C)N1[C@@H](CC2(C(=CCO2)C)CC1)C)F